CC=1N=C(SC1)C=1N=NN(C1)[C@@H]1[C@H]([C@@H](SC=2C(=NC=C(C2)C)C#N)O[C@@H]([C@@H]1O)CO)OC 2-Cyano-5-methylpyridin-3-yl 3-deoxy-3-[4-(4-methylthiazol-2-yl)-1H-1,2,3-triazol-1-yl]-2-O-methyl-1-thio-α-D-galactopyranoside